ClC1=NC=C(C(=C1)C1=C(C=NC(=C1)C)C(=O)NC=1SC(=NN1)OC1CCC(CC1)C(C)(C)O)OC 2'-chloro-N-(5-(((1s,4s)-4-(2-hydroxypropan-2-yl)cyclohexyl)oxy)-1,3,4-thiadiazol-2-yl)-5'-methoxy-6-methyl-(4,4'-bipyridine)-3-carboxamide